4,5-didecylimidazolium C(CCCCCCCCC)C=1[NH+]=CNC1CCCCCCCCCC